N-[1-(trifluoromethyl)cyclopropyl]-1,3-benzoxazole-5-carboxamide FC(C1(CC1)NC(=O)C=1C=CC2=C(N=CO2)C1)(F)F